ClC1=CC(=C(CN2N=C(C=C2)C(=O)N2CCC(CC2)CC2=NC=3C(=NC(=CC3)C(=O)OC)N2C[C@H]2OCC2)C=C1)F methyl (S)-2-((1-(1-(4-chloro-2-fluorobenzyl)-1H-pyrazole-3-carbonyl) piperidin-4-yl) methyl)-3-(oxetan-2-ylmethyl)-3H-imidazo[4,5-b]pyridine-5-carboxylate